trans-4-(((trans-4-(3-Cyano-4-methoxyphenyl)cyclohexyl)-methyl)(3-(2-cyclopropylthiazol-5-yl)phenyl)carbamoyl)cyclohex-anecarboxylic acid C(#N)C=1C=C(C=CC1OC)[C@@H]1CC[C@H](CC1)CN(C(=O)[C@@H]1CC[C@H](CC1)C(=O)O)C1=CC(=CC=C1)C1=CN=C(S1)C1CC1